C(C)C1=NNC(=C1)NC(C)=O N-(3-ethyl-1H-pyrazol-5-yl)acetamide